CC1=CC=C(C=C1)S(=O)(=O)OCCOCCOS(=O)(=O)C2=CC=C(C=C2)C diethylene glycol bis(p-toluenesulfonate)